(E)-1-(5-fluoropyridin-2-yl)-2-(6-(2-(3-methylbenzylidene)hydrazinyl)-2-morpholino-9H-purin-9-yl)ethan-1-one FC=1C=CC(=NC1)C(CN1C2=NC(=NC(=C2N=C1)N/N=C/C1=CC(=CC=C1)C)N1CCOCC1)=O